NC1CCN(CC1)CC1=CC=CC=C1 4-Amino-1-benzyl-piperidin